C(C)(C)(C)OC(C1=CC=C(C=C1)OC1CCCC=2C(=NN(C12)C1=CC(=CC=C1)C(N(C=1C=C2C(=NC1)N=C(O2)C)C)=O)C(F)(F)F)=O.BrC2=NC=CC(=N2)N2CCOCC2 4-(2-bromopyrimidin-4-yl)morpholine tert-butyl-4-[[1-[3-[methyl-(2-methyloxazolo[4,5-b]pyridin-6-yl)carbamoyl]phenyl]-3-(trifluoromethyl)-4,5,6,7-tetrahydroindazol-7-yl]oxy]benzoate